N-(5-(5-methoxybenzo[d]thiazol-2-yl)pyridin-3-yl)-2-(methylsulfonyl)acetamide COC=1C=CC2=C(N=C(S2)C=2C=C(C=NC2)NC(CS(=O)(=O)C)=O)C1